5-fluoro-2-methyl-4-(trimethylstannyl)pyridine FC=1C(=CC(=NC1)C)[Sn](C)(C)C